O=C1NC(CCC1N1C(C2=CC=C(C=C2C1=O)NCCCCCC(=O)O)=O)=O 6-((2-(2,6-Dioxopiperidin-3-yl)-1,3-dioxoisoindolin-5-yl)amino)hexanoic acid